[2-Chloro-3-(5,5-dimethyl-4H-isoxazol-3-yl)-5-fluoro-phenyl]-[3-(3,5-difluorophenyl)-2,7-dimethyl-5,7-dihydro-4H-pyrazolo[3,4-c]pyridin-6-yl]methanone ClC1=C(C=C(C=C1C1=NOC(C1)(C)C)F)C(=O)N1C(C=2C(CC1)=C(N(N2)C)C2=CC(=CC(=C2)F)F)C